ClC1=C(C=C(C=2C(=C3N(C12)CCNC3)C=3C=NNC3)N)Cl 6,7-dichloro-10-(1H-pyrazol-4-yl)-1,2,3,4-tetrahydropyrazino[1,2-a]indol-9-amine